C12COCC(N1C=1SC3=C(N1)C=CC(=C3C(=O)NC=3C=NC(=CC3C(NC3=CC(=C(C=C3)F)OC)=O)OC)OC)C2 2-(3-Oxa-6-azabicyclo[3.1.1]heptan-6-yl)-N-(4-((4-fluoro-3-methoxyphenyl)carbamoyl)-6-methoxypyridin-3-yl)-6-methoxybenzo[d]thiazole-7-carboxamide